di-tert-butyl pyridine-1,2(2H)-dicarboxylate N1(C(C=CC=C1)C(=O)OC(C)(C)C)C(=O)OC(C)(C)C